N-{[3-(4-{[(3S,4R)-3-fluoro-1-methylpiperidin-4-yl]amino}-1-(2,2,2-trifluoroethyl)-1H-indol-2-yl)-1,2,4-oxadiazol-5-yl]methyl}-1-(4-methyloxan-4-yl)-1H-pyrazole-4-carboxamide F[C@H]1CN(CC[C@H]1NC1=C2C=C(N(C2=CC=C1)CC(F)(F)F)C1=NOC(=N1)CNC(=O)C=1C=NN(C1)C1(CCOCC1)C)C